4-(7-Cyclopentylthieno[3,2-b]pyridin-2-yl)-5-fluoro-N-[5-(4-methylpiperazin-1-yl)pyridin-2-yl]pyrimidin-2-amine C1(CCCC1)C1=C2C(=NC=C1)C=C(S2)C2=NC(=NC=C2F)NC2=NC=C(C=C2)N2CCN(CC2)C